Cl.Cl.ClC1=C(C=C2C=C(N=CC2=C1)N)N1CCN(CC1)[C@]1(COCC1)C |o1:20| (R) or (S)-7-chloro-6-(4-(3-methyltetrahydrofuran-3-yl)piperazin-1-yl)isoquinolin-3-amine dihydrochloride